tert-Butyl (5S,8S,11R)-8-(2-(tert-butoxy)-2-oxoethyl)-11-((3-methoxyphenyl)carbamoyl)-5-(naphthalen-2-ylmethyl)-3,6,9-trioxo-1-phenyl-2-oxa-4,7,10-triazatetradecan-14-oate C(C)(C)(C)OC(C[C@H](NC([C@@H](NC(OCC1=CC=CC=C1)=O)CC1=CC2=CC=CC=C2C=C1)=O)C(N[C@H](CCC(=O)OC(C)(C)C)C(NC1=CC(=CC=C1)OC)=O)=O)=O